BrC=1C=CC=C2C=3CCCC(C3N(C12)COCC[Si](C)(C)C)(C)C 8-bromo-1,1-dimethyl-9-((2-(trimethylsilyl)ethoxy)methyl)-2,3,4,9-tetrahydro-1H-carbazole